tert-Butyl 3-[2-[2-[2-[[2-(2,6-dioxo-3-piperidyl)-1,3-dioxo-isoindolin-4-yl]amino]ethoxy]ethoxy]-ethoxy]propanoate O=C1NC(CCC1N1C(C2=CC=CC(=C2C1=O)NCCOCCOCCOCCC(=O)OC(C)(C)C)=O)=O